5-(fluoromethoxy)pyrazine-2-carboxylic acid FCOC=1N=CC(=NC1)C(=O)O